((2-(4-(2-((2-(bis(6-((2-octyldodecanoyl)oxy)hexyl)amino)ethyl)(6-((2-octyldodecanoyl)oxy)hexyl)amino)ethyl)piperazin-1-yl)ethyl)azanediyl)bis(hexane-6,1-diyl) bis(2-octyldodecanoate) C(CCCCCCC)C(C(=O)OCCCCCCN(CCCCCCOC(C(CCCCCCCCCC)CCCCCCCC)=O)CCN1CCN(CC1)CCN(CCCCCCOC(C(CCCCCCCCCC)CCCCCCCC)=O)CCN(CCCCCCOC(C(CCCCCCCCCC)CCCCCCCC)=O)CCCCCCOC(C(CCCCCCCCCC)CCCCCCCC)=O)CCCCCCCCCC